2-chloro-7-cyclopentyl-N,N-dimethyl-pyrrolo-[2,3-d]pyrimidine-6-carboxamide ClC=1N=CC2=C(N1)N(C(=C2)C(=O)N(C)C)C2CCCC2